4-morpholino-N-(oxetan-3-yl)-2-(3-phenylpyrazol-1-yl)furo[3,2-d]pyrimidine-6-carboxamide O1CCN(CC1)C=1C2=C(N=C(N1)N1N=C(C=C1)C1=CC=CC=C1)C=C(O2)C(=O)NC2COC2